2-(benzo[d][1,3]dioxol-5-yl)quinoline O1COC2=C1C=CC(=C2)C2=NC1=CC=CC=C1C=C2